N(=[N+]=[N-])C1(CC1)C=1C(=NC=CC1C)Cl (1-azidocyclopropyl)-2-chloro-4-methylpyridine